(4-Benzylpiperazin-1-yl)-5-cyclopropyl-7-(3,5-difluorophenyl)-7H-pyrrolo[2,3-d]pyrimidine C(C1=CC=CC=C1)N1CCN(CC1)C=1N=CC2=C(N1)N(C=C2C2CC2)C2=CC(=CC(=C2)F)F